N-[1-(4-tert-butylphenyl)-1H-indazol-4-yl]-2-chloro-5-{[(cyclopropylcarbonyl)amino]-methyl}benzamide C(C)(C)(C)C1=CC=C(C=C1)N1N=CC2=C(C=CC=C12)NC(C1=C(C=CC(=C1)CNC(=O)C1CC1)Cl)=O